N-4-tolylmaleimide C1(=CC=C(C=C1)N1C(C=CC1=O)=O)C